pentafluoro(4-fluorophenyl)-λ6-sulfane FS(C1=CC=C(C=C1)F)(F)(F)(F)F